tert-butyl (3-methyl-4-nitrophenyl)carbamate CC=1C=C(C=CC1[N+](=O)[O-])NC(OC(C)(C)C)=O